FC1=C(C=CC=C1)C1=NN2C(OCC(C2)CN2CCOCC2)=C1C(=O)OCC Ethyl 2-(2-fluorophenyl)-6-(morpholin-4-ylmethyl)-6,7-dihydro-5H-pyrazolo[5,1-b][1,3]oxazine-3-carboxylate